{1-[1-(3,5-dichlorobenzyl)piperidin-4-yl]-3-[4-(7H-pyrrolo[2,3-d]pyrimidin-4-yl)-1H-pyrazol-1-yl]azetidin-3-yl}acetonitrile ClC=1C=C(CN2CCC(CC2)N2CC(C2)(N2N=CC(=C2)C=2C3=C(N=CN2)NC=C3)CC#N)C=C(C1)Cl